sodium 2-(hex-2-yl)-2-methylmalonate CC(CCCC)C(C(=O)[O-])(C(=O)[O-])C.[Na+].[Na+]